tert-butyl (S)-3-((2-chloro-4-(N-(2,4-dimethoxybenzyl)-N-(1,2,4-thiadiazol-5-yl)sulfamoyl)phenyl)amino)pyrrolidine-1-carboxylate ClC1=C(C=CC(=C1)S(N(C1=NC=NS1)CC1=C(C=C(C=C1)OC)OC)(=O)=O)N[C@@H]1CN(CC1)C(=O)OC(C)(C)C